(3S)-3-{[5-(2,6-dimethoxyphenyl)-1-(2-methylpropyl)-1H-pyrazol-3-yl]formamido}-5-methyl-N-(propan-2-yl)hexanamide COC1=C(C(=CC=C1)OC)C1=CC(=NN1CC(C)C)C(=O)N[C@H](CC(=O)NC(C)C)CC(C)C